P(=O)(Cl)(Cl)Cl phosphoryl chloride